(2-hydroxyphenyl)(pyrrolidin-1-yl)methanone OC1=C(C=CC=C1)C(=O)N1CCCC1